O=C1NC(CCC1C1=CC=C(C=C1)NC1CCC(CC1)C(=O)O)=O (1R,4R)-4-((4-(2,6-DIOXOPIPERIDIN-3-YL)PHENYL)AMINO)CYCLOHEXANE-1-CARBOXYLIC ACID